C(C)(C)(C)OC(=O)N[C@H](C)C1=C(C=C2C=C(N(C2=C1)S(=O)(=O)C1=CC=CC=C1)C1=NC2=C(N1C)C(=CC(=C2)C(=O)OC)OC)F Methyl (R)-2-(6-(1-((tert-butoxycarbonyl)amino)ethyl)-5-fluoro-1-(phenylsulfonyl)-1H-indol-2-yl)-7-methoxy-1-methyl-1H-benzo[d]imidazole-5-carboxylate